CC(C)(CCC(C)C)Cl 2,5-dimethyl-2-chlorohexane